2-(6-chloro-4-methoxynaphthalen-2-yl)-4-methylaniline ClC=1C=C2C(=CC(=CC2=CC1)C1=C(N)C=CC(=C1)C)OC